1,4-dibromo-2,5-diethoxybenzene BrC1=C(C=C(C(=C1)OCC)Br)OCC